1-(3-chlorophenyl)-N-(cyclopropylmethyl)-6-(6-methyl-1,2,3,4-tetrahydroisoquinolin-7-yl)-7-oxo-4,5-dihydropyrazolo[3,4-c]pyridine-3-carboxamide hydrochloride Cl.ClC=1C=C(C=CC1)N1N=C(C2=C1C(N(CC2)C2=C(C=C1CCNCC1=C2)C)=O)C(=O)NCC2CC2